methyl 7-(1-(adamantan-1-ylmethyl)-5-methyl-1H-pyrazol-4-yl)-3-(5-(benzo[d]thiazol-2-ylamino)-6-methoxypyrazine-2-yl)imidazo[1,2-a]pyridine-8-carboxylate C12(CC3CC(CC(C1)C3)C2)CN2N=CC(=C2C)C2=C(C=3N(C=C2)C(=CN3)C3=NC(=C(N=C3)NC=3SC2=C(N3)C=CC=C2)OC)C(=O)OC